FCC=1C=C(C=CC1)C=CC(C)=O 4-[3-(fluoromethyl)phenyl]but-3-en-2-one